(R)-di-tert-butyl 2-(2-(8-(benzyloxy)-[1,2,4]triazolo[1,5-a]pyridin-5-yl)acetamido)succinate C(C1=CC=CC=C1)OC=1C=2N(C(=CC1)CC(=O)N[C@@H](C(=O)OC(C)(C)C)CC(=O)OC(C)(C)C)N=CN2